4-isopentyl-aniline C(CC(C)C)C1=CC=C(N)C=C1